BrC=1C(=CC2=C(NC(OC2=O)=O)C1F)CCC#N 3-(7-bromo-8-fluoro-2,4-dioxo-1,4-dihydro-2H-benzo[d][1,3]oxazin-6-yl)propanenitrile